4-Amino-N-(1-(Isopropylamino)-6-Methylisoquinolin-5-yl)thieno[3,2-d]pyrimidin-7-carboxamid NC=1C2=C(N=CN1)C(=CS2)C(=O)NC2=C1C=CN=C(C1=CC=C2C)NC(C)C